C1=CC=C(C=C1)[N+]2=C3C=C(C4=C(C3=NC5=CC=CC=C52)C=CC(=C4)S(=O)(=O)[O-])NC6=CC=C(C=C6)S(=O)(=O)[O-] The molecule is an organosulfonate oxoanion obtained by deprotonation of the sulfo groups of 7-phenyl-5-[(4-sulfophenyl)imino]-5,7-dihydrobenzo[a]phenazine-3-sulfonic acid. It is a conjugate base of an azocarmine G free acid.